2-chloro-6-((2-ethoxy-2-oxoethyl)carbamoyl)benzoic acid ClC1=C(C(=O)O)C(=CC=C1)C(NCC(=O)OCC)=O